2-[(4-{3-[(2,3-dichlorophenoxy)methyl]phenoxy}piperidin-1-yl)methyl]-1-{[(2S)-oxetan-2-yl]methyl}-1H-1,3-benzodiazole-6-carboxylic acid ClC1=C(OCC=2C=C(OC3CCN(CC3)CC3=NC4=C(N3C[C@H]3OCC3)C=C(C=C4)C(=O)O)C=CC2)C=CC=C1Cl